C1CC12NCC[C@@H](C2)N2N=C1C(=CC(=CC1=C2)C2=NN1C(C(=NC(=C1)C)C)=C2)F 2-[2-[(7S)-4-azaspiro[2.5]octan-7-yl]-7-fluoro-indazol-5-yl]-4,6-dimethyl-pyrazolo[1,5-a]pyrazine